C1(=CC=CC=C1)CCCC(=O)ON1C(C2=CC=CC=C2C1=O)=O 1,3-dioxoisoindolin-2-yl 4-phenylbutyrate